Cl.Cl.N1N=CC(=C1)C1=CC=C(C=C1)NC(C(CN)C1=CC=C(C=C1)O)=O N-(4-(1H-pyrazol-4-yl)phenyl)-3-amino-2-(4-hydroxyphenyl)propanamide dihydrochloride